3-(1-(tert-butoxycarbonyl)pyrrolidin-2-yl)propanoic acid C(C)(C)(C)OC(=O)N1C(CCC1)CCC(=O)O